N-(4-((2-((5-cyclopropyl-1-methyl-2-oxo-1,2-dihydropyridin-3-yl)oxy)-1,7-dimethyl-1H-imidazo[4,5-b]pyridin-6-yl)oxy)pyridin-2-yl)acetamide C1(CC1)C=1C=C(C(N(C1)C)=O)OC=1N(C=2C(=NC=C(C2C)OC2=CC(=NC=C2)NC(C)=O)N1)C